C(#N)[C@H](CC1=C(C=C(C=C1)C=1C=CC2=C(N(C(O2)=O)C)C1)F)NC(=O)[C@H]1OC[C@@H](CN(C1)C(=O)OC(C)(C)C)OC(F)F tert-butyl (2S,6R)-2-(((S)-1-cyano-2-(2-fluoro-4-(3-methyl-2-oxo-2,3-dihydrobenzo[d]oxazol-5-yl)phenyl)ethyl)carbamoyl)-6-(difluoromethoxy)-1,4-oxazepane-4-carboxylate